ClC1=C(C=CC=C1)N(C(CN(CCC)CC=1NC(C2=C(N1)C=C(S2)C)=O)=O)C N-(2-chlorophenyl)-N-methyl-2-(((6-methyl-4-oxo-3,4-dihydrothieno[3,2-d]pyrimidin-2-yl)methyl)(propyl)amino)acetamide